3-(1-fluorocyclopropyl)isoxazole-4-carboxylic acid ethyl ester C(C)OC(=O)C=1C(=NOC1)C1(CC1)F